tert-butyl 5-[(E)-[tert-butoxycarbonyl(isobutyl)hydrazono]methyl]-3-methyl-2-oxo-benzimidazole-1-carboxylate C(C)(C)(C)OC(=O)N(\N=C\C1=CC2=C(N(C(N2C)=O)C(=O)OC(C)(C)C)C=C1)CC(C)C